(3R,5'S)-1'-(methyl-L-leucyl)-2-oxospiro[indoline-3,3'-pyrrolidine]-4',4'-d2-5'-carboxylic acid amide hydrochloride Cl.CN[C@@H](CC(C)C)C(=O)N1C[C@]2(C([C@H]1C(=O)N)([2H])[2H])C(NC1=CC=CC=C12)=O